CNC(OCCOC=1C=CC=C2C=C(N(C12)CC1CC1)C1=NC=2C(=CC=3CCN(C(C3C2)=O)C[C@@H](CF)N)N1C)=O (S)-2-((2-(6-(2-amino-3-fluoropropyl)-1-methyl-5-oxo-5,6,7,8-tetrahydro-1H-imidazo[4,5-g]isoquinolin-2-yl)-1-(cyclopropylmethyl)-1H-indol-7-yl)oxy)ethyl methylcarbamate